N-(3-ethylphenyl)-3-methyl-5-oxo-1-(pyridin-4-yl)-4,5-dihydro-1H-pyrazole-4-carboxamide C(C)C=1C=C(C=CC1)NC(=O)C1C(=NN(C1=O)C1=CC=NC=C1)C